BrC1=C2CCN([C@@H](C2=C(C=C1)OCC=1N=NN(C1)C)CN1C(C2=CC=CC=C2C1)=O)C(=O)C1CCCCC1 (1S,2R)-2-((S)-5-Bromo-8-((1-methyl-1H-1,2,3-triazol-4-yl)methoxy)-1-((1-oxoisoindolin-2-yl)methyl)-1,2,3,4-tetrahydroisochinolin-2-carbonyl)cyclohexan